O=C1NC(CCC1N1C(C2=CC=C(C=C2C1)CNC(C(C1=CC(=CC=C1)OCCOC(C)C)(F)F)=O)=O)=O N-((2-(2,6-dioxopiperidin-3-yl)-1-oxoisoindolin-5-yl)methyl)-2,2-difluoro-2-(3-(2-isopropoxyethoxy)phenyl)acetamide